NC1=NC=2C=NC(=CC2C2=C1C=NN2C)C(=O)N([C@@H](C)C2=CC=C(C=C2)C(F)(F)F)C 4-amino-N,1-dimethyl-N-((1S)-1-(4-(trifluoromethyl)phenyl)ethyl)-1H-pyrazolo[4,3-c][1,7]naphthyridine-8-carboxamide